1-((2-fluoro-6-(isopropylamino)pyridin-4-yl)methyl)-5,5-dimethyl-3-(4-((trifluoromethyl)thio)phenyl)imidazolidine-2,4-dione FC1=NC(=CC(=C1)CN1C(N(C(C1(C)C)=O)C1=CC=C(C=C1)SC(F)(F)F)=O)NC(C)C